C(CCC)[Sn](CCCC)=O Di-Butyltin Oxide